2,2'-azobis[N-(4-amino-phenyl)-2-methylpropionamidine] tetrahydrate hydrochloride Cl.O.O.O.O.N(=NC(C(=N)NC1=CC=C(C=C1)N)(C)C)C(C(=N)NC1=CC=C(C=C1)N)(C)C